difluorodibromomethane FC(Br)(Br)F